C1(CC1)N1C[C@@H](CCC1)NC(CN1N=C(N2C(C1=O)=CC1=C2N=CS1)C(C)C)=O (R)-N-(1-Cyclopropylpiperidin-3-yl)-2-(5-isopropyl-8-oxothiazolo[5',4':4,5]pyrrolo[1,2-d][1,2,4]triazin-7(8H)-yl)acetamid